O1C(=NC=C1)N1CC2(C1)OC[C@H](C2)N2CCC(CC2)C2=C(C=CC=C2)O[C@H]2COCC2 (S)-2-(oxazol-2-yl)-7-(4-(2-(((R)-tetrahydrofuran-3-yl)oxy)phenyl)piperidin-1-yl)-5-oxa-2-azaspiro[3.4]octane